(2-chloro-4-fluorophenyl)(methyl)((2-methyl-7-(5-(trifluoromethyl)-1,2,4-oxadiazol-3-yl)imidazo[1,2-a]pyridin-3-yl)imino)-λ6-sulfanone ClC1=C(C=CC(=C1)F)S(=O)(=NC1=C(N=C2N1C=CC(=C2)C2=NOC(=N2)C(F)(F)F)C)C